FC=1C=C(C(=O)NC2CC(C2)O)C=C(C1)CN1C(C2=CC=C(C=C2C=C1)C=1C(=NOC1)C)=O 3-Fluoro-N-((1S,3S)-3-hydroxycyclobutyl)-5-((6-(3-methylisoxazol-4-yl)-1-oxoisoquinolin-2(1H)-yl)methyl)benzamide